C(C)(=O)C=1C=CC(=C(C1)N1C(C2=CC=CC=C2C=C1CN1CCNCC1)=O)OC(C)C 2-(5-acetyl-2-isopropoxyphenyl)-3-(piperazin-1-ylmethyl)isoquinolin-1(2H)-one